[(tert-butoxy)carbonyl]amino-3-(propan-2-yloxy)propanoic acid C(C)(C)(C)OC(=O)NC(C(=O)O)COC(C)C